OC(CC(=O)OC[C@H]([C@H]([C@@H]([C@H](COC(CC(C)O)=O)OC(CC(C)O)=O)OC(CC(C)O)=O)OC(CC(C)O)=O)OC(CC(C)O)=O)C (2R,3R,4R,5S)-hexane-1,2,3,4,5,6-hexayl hexakis(3-hydroxybutanoate)